C([C@H](O)C)(=O)OC(C)(C)C t-butyl D-lactate